2,5-dichloro-N-[2,4-difluoro-3-(2-{[(1r,4r)-4-hydroxycyclohexyl]amino}quinazolin-6-yl)phenyl]benzene-1-sulfonamide ClC1=C(C=C(C=C1)Cl)S(=O)(=O)NC1=C(C(=C(C=C1)F)C=1C=C2C=NC(=NC2=CC1)NC1CCC(CC1)O)F